BrCC=1C=CC2=C(N=C(O2)C)C1 5-(bromomethyl)-2-methyl-1,3-benzoxazole